1-(2-bromo-1-propoxyethyl)-2-methoxybenzene BrCC(OCCC)C1=C(C=CC=C1)OC